C(CCCCCCCCCCCCCCC)(=O)C(C(C(O)C(CCCCCCCCCCCCCCC)=O)O)O di-palmitoyl-glycerol